CC1(COB(OC1)C=1C=C2C=NN(C2=CC1)C[C@H](C(F)(F)F)O)C (R)-3-(5-(5,5-dimethyl-1,3,2-dioxaborinan-2-yl)-1H-indazol-1-yl)-1,1,1-trifluoropropan-2-ol